BrC1=CN2C(S1)=C(C=N2)C(=O)NC=2SC(=CC2C)C(NCCN2C(CCC2)(C)C)=O 2-bromo-N-(5-((2-(2,2-dimethylpyrrolidin-1-yl)ethyl)carbamoyl)-3-methylthiophene-2-yl)pyrazolo[5,1-b]Thiazole-7-carboxamide